FC=1C=C(C=CC1)C1=NOC(=N1)C(CC)NC(OC(C)(C)C)=O tert-butyl N-[1-[3-(3-fluorophenyl)-1,2,4-oxadiazol-5-yl]propyl]carbamate